{3-[N,N-bis(trimethylsilyl)amino]propyl}methyldimethoxysilane thymyl-difluoroacetate C1(=CC(C)=CC=C1C(C)C)C(C(=O)O)(F)F.C[Si](N([Si](C)(C)C)CCC[Si](OC)(OC)C)(C)C